(2S)-oxetan-2-ylmethanamine O1[C@@H](CC1)CN